ClC=1C=C2C(=NC1)NC(=C2)C=2C=NN(C2)C 5-Chloro-2-(1-methyl-1H-pyrazol-4-yl)-1H-pyrrolo[2,3-b]pyridine